O1CCC(CC1)C1=CC=2N(N=C1)C(=CN2)C=2C=C1C=CN=CC1=CC2 6-(7-(tetrahydro-2H-pyran-4-yl)imidazo[1,2-b]pyridazin-3-yl)isoquinoline